(2S,5R)-5-(2-chlorophenyl)-1-(1-(2-cyano-4-(trifluoromethyl)phenyl)piperidine-4-carbonyl)pyrrolidine-2-carboxylic acid ClC1=C(C=CC=C1)[C@H]1CC[C@H](N1C(=O)C1CCN(CC1)C1=C(C=C(C=C1)C(F)(F)F)C#N)C(=O)O